O=C1N(C[C@H](N1)C(F)(F)F)CC1=CC2=C(NC(=N2)[C@H](COC(C(F)(F)F)(C)C)NC(OC(C)(C)C)=O)C=C1 |o1:4| tert-butyl ((R)-1-(5-(((S*)-2-oxo-4-(trifluoromethyl)imidazolidin-1-yl)methyl)-1H-benzo[d]imidazol-2-yl)-2-((1,1,1-trifluoro-2-methylpropan-2-yl)oxy)ethyl)carbamate